1-vinylnaphthalene-4-sulfonic acid C(=C)C1=CC=C(C2=CC=CC=C12)S(=O)(=O)O